(2R)-N-benzyl-2-(3-(dimethylamino)-2,5-dioxopyrrolidin-1-yl)propanamide hydrochloride Cl.C(C1=CC=CC=C1)NC([C@@H](C)N1C(C(CC1=O)N(C)C)=O)=O